C(#N)C1=C(C=C(C=C1)C=1C=C(C(=O)N2C[C@@](CC2)(C)NC(OC(C)(C)C)=O)C=CC1C1=C(C=C(C=C1)CCOC)F)F tert-butyl N-[(3S)-1-[3-(4-cyano 3-fluoro-phenyl)-4-[2-fluoro-4-(2-methoxyethyl)phenyl]benzoyl]-3-methyl-pyrrolidin-3-yl]carbamate